(E)-2-(6-(2-(2-methylbenzylidene)hydrazinyl)-2-morpholino-9H-purin-9-yl)-1-(pyridin-2-yl)ethan-1-one CC1=C(\C=N\NC2=C3N=CN(C3=NC(=N2)N2CCOCC2)CC(=O)C2=NC=CC=C2)C=CC=C1